methyl 4-amino-6-((3-((2-ethylhexyl)oxy)-3-oxopropyl)thio)nicotinate NC1=CC(=NC=C1C(=O)OC)SCCC(=O)OCC(CCCC)CC